[Sn].[In].[Ga].[Fe] iron-gallium indium tin